3-((3-Benzyloxypyridin-2-yl)methylene)-6-(3-(4-fluorobenzoyl)benzylidene)piperazine-2,5-dione C(C1=CC=CC=C1)OC=1C(=NC=CC1)C=C1C(NC(C(N1)=O)=CC1=CC(=CC=C1)C(C1=CC=C(C=C1)F)=O)=O